3-(((benzyloxy)carbonyl)amino)cyclohexanecarboxylic acid C(C1=CC=CC=C1)OC(=O)NC1CC(CCC1)C(=O)O